NC1=C(C(N(C2=CC(=CC=C12)I)C=1C=C2C=CN=CC2=CC1)=O)C(=O)OC methyl 4-amino-7-iodo-1-(isoquinolin-6-yl)-2-oxo-1,2-dihydroquinoline-3-carboxylate